C1(CC1)C1=CC=2N(C=C1)N=CC2C2=CC=CC(=N2)C2CN(CCC2)C(=O)OC(C)(C)C tert-butyl 3-(6-(5-cyclopropylpyrazolo[1,5-a]pyridin-3-yl)pyridin-2-yl)piperidine-1-carboxylate